(E)-3-(2-cyclohexylvinyl)-4-methoxyaniline C1(CCCCC1)/C=C/C=1C=C(N)C=CC1OC